NC(C(CCC(=O)OC(C)(C)C)N1C(C2=CC=C(C=C2C1)C=1N=C(N(C1)C)C1CCC2(CC2)CC1)=O)=O tert-butyl 5-amino-4-(5-(1-methyl-2-(spiro[2.5]octan-6-yl)-1H-imidazol-4-yl)-1-oxoisoindolin-2-yl)-5-oxopentanoate